1,4-bis(p-aminophenyl)benzene NC1=CC=C(C=C1)C1=CC=C(C=C1)C1=CC=C(C=C1)N